(S)-methyl 2-(2,6-dichlorobenzamido)-3-(3-(6-guanidino-1H-benzo[d]imidazol-1-yl)propanamido)propanoate ClC1=C(C(=O)N[C@H](C(=O)OC)CNC(CCN2C=NC3=C2C=C(C=C3)NC(=N)N)=O)C(=CC=C1)Cl